(1s,4S)-4-(3-chloroanilino)-2'-[(2R)-3-hydroxy-2-methylpropyl]-2',3'-dihydrospiro[cyclohexane-1,1'-isoindole]-4-carboxamide ClC=1C=C(NC2(CCC3(N(CC4=CC=CC=C34)C[C@H](CO)C)CC2)C(=O)N)C=CC1